6-cyclopropyl-4-[(2-fluoro-4-iodophenyl)amino]-3-methyl-8-{3-[(methylsulfamoyl)amino]phenyl}pyrano[2,3-d]pyridazine-2,5-dione C1(CC1)N1N=C(C2=C(C1=O)C(=C(C(O2)=O)C)NC2=C(C=C(C=C2)I)F)C2=CC(=CC=C2)NS(NC)(=O)=O